NC1(CCN(CC1)C1=NC=C(C=C1)C=1C=2N(C=C(C1)OCC)N=C1C2C=NN1)C(=O)[O-] 4-(Amino)-1-(5-(6-ethoxy-1H-pyrazolo[3',4':3,4]pyrazolo[1,5-a]pyridin-4-yl) pyridin-2-yl)piperidine-4-carboxylate